C(C)(C)(C)OC(=O)N1CCC(CC1)(C(=O)O)C1=C(C=CC=C1)C(=C)C 1-(tert-Butoxycarbonyl)-4-(2-(prop-1-en-2-yl)phenyl)piperidine-4-carboxylic acid